1,4-dimethyl-2-(4-(methylsulfonyl)phenyl)-6-(1-(1-(oxetan-3-yl)azepan-4-yl)piperidin-4-yl)-1H-benzo[d]imidazole CN1C(=NC2=C1C=C(C=C2C)C2CCN(CC2)C2CCN(CCC2)C2COC2)C2=CC=C(C=C2)S(=O)(=O)C